3,3-dimethyl-10-phenyl-2,3,4,10-tetrahydro-1H-indolo[1,2-a]indol-1-one CC1(CC(C=2C=C3N(C2C1)C=1C=CC=CC1C3C3=CC=CC=C3)=O)C